ClC1=CC(=C2C(=CNC2=C1Cl)C=1C=NN(C1)C1OCCCC1)OCCO 2-((6,7-Dichloro-3-(1-(tetrahydro-2H-pyran-2-yl)-1H-pyrazol-4-yl)-1H-indol-4-yl)oxy)ethanol